(S)-1-(2-(4-isobutyl-3-oxo-3,4-dihydro-2H-benzo[b][1,4]oxazin-7-yl)thiazol-4-yl)-3-(piperidin-3-yl)urea C(C(C)C)N1C2=C(OCC1=O)C=C(C=C2)C=2SC=C(N2)NC(=O)N[C@@H]2CNCCC2